ClC=1C=C(C=CC1F)[C@@H](CO)NC(=O)NC=1C=NN(C1)C1=NC(=NC=C1C)NC1=C(C=CC=C1)Cl (S)-1-(1-(3-chloro-4-fluorophenyl)-2-hydroxyethyl)-3-(1-(2-((2-chloro-phenyl)amino)-5-methylpyrimidin-4-yl)-1H-pyrazol-4-yl)urea